tert-Butyl 4-((4-chloro-6-oxopyrimidin-1(6H)-yl)methyl)-4-hydroxypiperidine-1-carboxylate ClC=1N=CN(C(C1)=O)CC1(CCN(CC1)C(=O)OC(C)(C)C)O